6-(4-methyl-1H-imidazol-1-yl)-N-(4-(2-methylpyridin-4-yl)benzyl)-2,7-naphthyridin-1-amine CC=1N=CN(C1)C=1C=C2C=CN=C(C2=CN1)NCC1=CC=C(C=C1)C1=CC(=NC=C1)C